N[C@@H](C(=O)NC1=CC2=C3C(C=NNC2=O)=C(NC3=C1)C=1C=NN(C1)C)C1CCCCC1 (R)-α-Amino-N-[5,6-dihydro-2-(1-methyl-1H-pyrazol-4-yl)-6-oxo-1H-pyrrolo[4,3,2-ef][2,3]benzodiazepin-8-yl]-cyclohexaneacetamide